1,4-bis[dimethylamino]-2-butene CN(CC=CCN(C)C)C